CC=1C=C(C=CC1)NC1=CC(=CC=C1)C bis(3-methylphenyl)amine